Tertiary-butyl [5-chloro-6-(1,2-dihydroxyethyl)pyridin-3-yl]carbamate ClC=1C=C(C=NC1C(CO)O)NC(OC(C)(C)C)=O